5-(3,4-dimethyl-4-pentenyl)-2-norbornene CC(CCC1C2C=CC(C1)C2)C(=C)C